NC1=NC=C(C2=C1COC2)NC(C(=O)N2C(CCC(C2)C)C=2C=CC1=C(C=CS1)C2)=O N-(4-amino-1,3-dihydro-furo[3,4-c]pyridin-7-yl)-2-(2-(benzothien-5-yl)-5-methylpiperidin-1-yl)-2-oxoacetamide